ClC1=C(C=CC=C1C1=C(C(=CC=C1)C1=NC(=C(N=C1)CNC[C@H]1NC(CC1)=O)OC)Cl)C1=CC(=C(C=C1)CN1CC2(C1)NC(CC2)=O)C#N (S)-2',2''-dichloro-3''-(6-methoxy-5-((((5-oxopyrrolidin-2-yl)methyl)amino)methyl)pyrazin-2-yl)-4-((6-oxo-2,5-diazaspiro[3.4]octan-2-yl)methyl)-[1,1':3',1''-terphenyl]-3-carbonitrile